BrC1=C(C=C(C(=N1)F)N)F 6-bromo-2,5-difluoropyridin-3-amine